O.C(C=C)(=O)[O-].[Sr+2].C(C=C)(=O)[O-] strontium(II) acrylate hydrate